3-methoxy-4-(3-methyl-4-(methylsulfonyl)phenyl)-1H-pyrazolo[4,3-c]pyridine COC1=NNC2=C1C(=NC=C2)C2=CC(=C(C=C2)S(=O)(=O)C)C